(S)-2-amino-3-(7-chloro-5-methoxy-1H-indol-3-yl)propanoic acid N[C@H](C(=O)O)CC1=CNC2=C(C=C(C=C12)OC)Cl